sodium 2-undecyltetrahydro-4H-furo[3,2-d][1,3]dioxin-7-yl sulfate S(=O)(=O)(OC1COC2C1OC(OC2)CCCCCCCCCCC)[O-].[Na+]